2-(2-(4-n-heptylphenyl)ethyl)anthra[1,2-b:5,6-b']dithiophene C(CCCCCC)C1=CC=C(C=C1)CCC1=CC2=C(S1)C1=CC=3C=CC4=C(SC=C4)C3C=C1C=C2